C1(=CC=C(C=C1)C(C)N1N=CC=C1)C1=CC=CC=C1 1-(1-([1,1'-biphenyl]-4-yl)ethyl)-1H-pyrazole